C(C)[S@@](=O)(=N)C1=CC=C(NC=2C(=NC(=C(N2)NC)C=2C3=C(C=NC2)N(C=N3)C)C(=O)N)C=C1 (S)-3-[4-(Ethylsulfonimidoyl)anilino]-5-(methylamino)-6-(3-methylimidazo[4,5-c]pyridin-7-yl)pyrazin-2-carboxamid